NC1=NC=CC=C1C1=NC=2C(=NC(=C(C2)C#N)O)N1C1=CC=C(C=C1)CBr 2-(2-Aminopyridin-3-yl)-3-(4-(bromomethyl)phenyl)-5-hydroxy-3H-imidazo[4,5-b]pyridine-6-carbonitrile